ClC1=C(OCC(=O)NC2=NOC=C2)C=CC(=C1)Cl 2-(2,4-dichlorophenoxy)-N-(isoxazol-3-yl)acetamide